tert-Butyl N-(4-chloro-3-cyano-thieno[3,2-c]pyridin-2-yl)carbamate ClC1=NC=CC2=C1C(=C(S2)NC(OC(C)(C)C)=O)C#N